4-((4-chlorobenzyl)((5-nitrothiophen-2-yl)methyl)amino)-N-phenylpiperidine-1-carboxamide ClC1=CC=C(CN(C2CCN(CC2)C(=O)NC2=CC=CC=C2)CC=2SC(=CC2)[N+](=O)[O-])C=C1